FC1=C(C=C2N=C(C(NC2=C1)=O)OCC1N(CCC1)C)C1=CC(=CC2=CC=CC=C12)O 7-fluoro-6-(3-hydroxynaphthalene-1-yl)-3-((1-methylpyrrolidin-2-yl)methoxyl)-2-oxoquinoxaline